C1=CC=C2C(=C1)C(=CC=C2N)N 1,4-Naphthylenediamine